1-Cyclopentyl-6-[(2-fluorophenoxy)methyl]-1H-pyrazolo[3,4-d]pyrimidin-4(5H)-one C1(CCCC1)N1N=CC2=C1N=C(NC2=O)COC2=C(C=CC=C2)F